(2,3-dichlorophenyl)-3,3-dimethoxypropionamide ClC1=C(C=CC=C1Cl)C(C(=O)N)C(OC)OC